6-(3-(4-(azetidin-3-yl)phenyl)-4-isopropyl-1H-pyrazol-5-yl)-8-methyl-[1,2,4]triazolo[1,5-a]pyridine N1CC(C1)C1=CC=C(C=C1)C1=NNC(=C1C(C)C)C=1C=C(C=2N(C1)N=CN2)C